C1(=CC=CC=C1)C=1C2=CC=CC=C2C(=C2C=CC(=CC12)C=1C=CC=2OC=3C=CC=C4OC=5C=CC=CC5B(C34)C2C1)C1=CC=CC=C1 2-(9,10-diphenylanthracene-2-yl)-5,9-dioxa-13b-boranaphtho[3,2,1-de]anthracene